rac-(2r,6r)-1-benzyl-2,6-dimethylpiperidin-4-one C(C1=CC=CC=C1)N1[C@@H](CC(C[C@H]1C)=O)C |r|